FC(OC1=NC=CC(=C1)CNC(=O)N[C@H]1[C@@H]2CC[C@H](C1)C2)F |r| 1-[[2-(difluoro-methoxy)pyridin-4-yl]methyl]-3-[rac-(1R,2R,4S)-2-bicyclo[2.2.1]heptanyl]urea